[O-2].[Fe+2].[Mn+2].[Co+2].[O-2].[O-2] cobalt-manganese iron oxide